CC(C)(C)[O-].CC(C)(C)[O-].CC(C)(C)[O-].CC(C)(C)[O-].[Zr+4] zirconium tetra-tertiary butoxide